1-(1H-indol-6-yl)-3-(4-methyl-3-oxo-3,4-dihydro-2H-benzo[b][1,4]thiazin-6-yl)urea N1C=CC2=CC=C(C=C12)NC(=O)NC1=CC2=C(SCC(N2C)=O)C=C1